CC1=C(O)C(=CC(=C1O)C)C 2,4,6-trimethyl-resorcinol